Trioleylphosphit C(CCCCCCC\C=C/CCCCCCCC)OP(OCCCCCCCC\C=C/CCCCCCCC)OCCCCCCCC\C=C/CCCCCCCC